diallylethylamine-methanesulfonic acid salt CS(=O)(=O)O.C(C=C)C(CN)CC=C